C(C)OC(CN1N=C(C2=C(C1=O)C=C(O2)C2CC2)C(C)C)=O (2-cyclopropyl-7-isopropyl-4-oxofuro[2,3-d]pyridazin-5(4H)-yl)acetic acid ethyl ester